OC(C)(C)C=1C(=CC2=CN(N=C2C1)C12CCC(CC1)(CC2)N2CCN(CC2)C(=O)OC(C)(C)C)NC(C(F)(F)F)=O tert-butyl 4-(4-(6-(2-hydroxypropan-2-yl)-5-(2,2,2-trifluoroacetamido)-2H-indazol-2-yl)bicyclo[2.2.2]octan-1-yl)piperazine-1-carboxylate